BrC1=C(C=CC=2C(N(S(C21)(=O)=O)C)=S)OC=2C=C(C#N)C=C(C2)F 3-((7-bromo-2-methyl-1,1-dioxido-3-thioxo-2,3-dihydrobenzo[d]isothiazol-6-yl)oxy)-5-fluorobenzonitrile